7'-((4-(piperidine-1-carbonyl)phenyl)amino)-1',2'-dihydro-3'H-spiro[cyclohexane-1,4'-pyrimido[5',4':4,5]pyrrolo[2,1-c][1,2,4]triazin]-3'-one N1(CCCCC1)C(=O)C1=CC=C(C=C1)NC=1N=CC=2C=C3NNC(C4(N3C2N1)CCCCC4)=O